O1N=CC=2N=CN=CC21 isoxazolo[4,5-d]pyrimidine